FC=1C=C(C=C(C1)F)[C@H]1CCC=2C1=NN(C2)C=2C=C(C=NC2)C#CC=2C=NC(=NC2)N (R)-5-((5-(6-(3,5-difluorophenyl)-5,6-dihydrocyclopenta[c]pyrazol-2(4H)-yl)pyridin-3-yl)ethynyl)pyrimidin-2-amine